N-(1-(4-Aminophenyl)-2-(benzylamino)-2-oxoethyl)-N-(3-hydroxyphenyl)-propiolamide NC1=CC=C(C=C1)C(C(=O)NCC1=CC=CC=C1)N(C(C#C)=O)C1=CC(=CC=C1)O